C(N)(=O)C1C(C2C=CC1C2)C(=O)O 3-carbamoyl-bicyclo[2.2.1]hept-5-ene-2-carboxylic acid